8-((2s,5r)-4-(1-(4-(1-cyanocyclopropyl)phenyl)ethyl)-2,5-dimethylpiperazin-1-yl)-5-methyl-6-oxo-5,6-dihydro-1,5-naphthyridine-2-carbonitrile C(#N)C1(CC1)C1=CC=C(C=C1)C(C)N1C[C@@H](N(C[C@H]1C)C1=CC(N(C=2C=CC(=NC12)C#N)C)=O)C